C(C)(=O)C1=CC=C2C3(CC=4C(=NOC4C2=C1)NS(=O)(=O)C1=C(C=CC=C1)OC)CC3 N-(8'-acetyl-4'H-spiro[cyclopropane-1,5'-naphtho[2,1-d]isoxazol]-3'-yl)-2-methoxybenzenesulfonamide